2-cyanopyridinium tetrakis(pentafluorophenyl)borate FC1=C(C(=C(C(=C1[B-](C1=C(C(=C(C(=C1F)F)F)F)F)(C1=C(C(=C(C(=C1F)F)F)F)F)C1=C(C(=C(C(=C1F)F)F)F)F)F)F)F)F.C(#N)C1=[NH+]C=CC=C1